6-chloro-N-(4-fluoro-2-(trifluoromethyl)benzyl)-3-isopropylimidazo[1,2-b]pyridazin-8-amine ClC=1C=C(C=2N(N1)C(=CN2)C(C)C)NCC2=C(C=C(C=C2)F)C(F)(F)F